4-amino-1-methyl-N-(2-(1-methyl-1H-pyrazol-4-yl)-4,5,6,7-tetrahydrobenzofuran-4-yl)-1H-pyrazolo[4,3-c]quinoline-8-carboxamide NC1=NC=2C=CC(=CC2C2=C1C=NN2C)C(=O)NC2CCCC1=C2C=C(O1)C=1C=NN(C1)C